C(#N)C1=CC=C(C=C1)CC(=O)ON1C(CCC1=O)=O 2,5-dioxopyrrolidin-1-yl 2-(4-cyanophenyl)acetate